C(C)C1C(CCCC1)OC(=O)OOC(=O)O.C(=O)(OC(C)C)OOC(=O)OC(C)C di-isopropyl peroxydicarbonate (2-ethylcyclohexyl)peroxydicarbonate